FC1=CC=C(C=C1)C1=C(N=C(O1)S(=O)(=O)C)C(=O)N 5-(4-Fluorophenyl)-2-(methylsulfonyl)-oxazole-4-carboxamide